NC=1N=C(SC1C(C1=CC=C(C=C1)OC)=O)N(C1=CC(=C(C=C1)OC(F)F)Cl)C(C(=O)N)C [N-[4-Amino-5-(4-methoxybenzoyl)thiazol-2-yl]-3-chloro-4-(difluoromethoxy)anilino]propanamid